C(C1=CC=CC=C1)(=O)OC(N1CCC(CC1)(CN[C@H]1[C@@H](C1)C1=CC=CC=C1)F)C methyl-((4-fluoro-4-(((trans-2-phenylcyclopropyl) amino) methyl) piperidin-1-yl) methyl) benzoate